CS(=O)(=O)N1C[C@@H](CC1)CS(=O)(=O)O.CC1=NC(=CC(=N1)NC1=NC=C(C(=O)NOCC)C(=C1)NC1=C(C(=CC(=C1)F)C1=NC=C(C=N1)C)OC)C 6-((2,6-Dimethylpyrimidin-4-yl)amino)-N-ethoxy-4-((5-fluoro-2-methoxy-3-(5-methylpyrimidin-2-yl)phenyl)amino)nicotinamide (R)-1-(methylsulfonyl)pyrrolidin-3-yl-methanesulfonate